ClC1=C(C=CC(=C1)Cl)C[C@@H](C[C@H]([C@H](C(C)(C)C)O)N1N=CNC1=S)C |&1:12| 2-[(2S,4R,SR)-1-(2,4-Dichlorophenyl)-5-hydroxy-2,6,6-trimethylheptan-4-yl]-2,4-dihydro-3H-1,2,4-triazole-3-thione